O=C1NC(CCC1N1C(C2=CC=CC(=C2C1=O)NCCC1CCN(CC1)C(=O)OC(C)(C)C)=O)=O 1-Tert-butyl 4-[2-[[2-(2,6-dioxo-3-piperidyl)-1,3-dioxo-isoindolin-4-yl]amino]ethyl]piperidine-1-carboxylate